Methyl-4-(2,6-dichloro-4-(trifluoromethyl)phenyl)pyrrolo[1,2-a]quinoxaline CC1=CC=C2N1C1=CC=CC=C1N=C2C2=C(C=C(C=C2Cl)C(F)(F)F)Cl